4-((2-cyano-4-fluorophenyl)thio)-6-(1-((1s,4s)-4-(dimethylamino)-4-methylcyclohexyl)-5-methyl-1H-pyrazol-4-yl)pyrazolo[1,5-a]pyridine-3-carbonitrile C(#N)C1=C(C=CC(=C1)F)SC=1C=2N(C=C(C1)C=1C=NN(C1C)C1CCC(CC1)(C)N(C)C)N=CC2C#N